2-(4-chloro-1-isopropyl-1H-pyrazol-5-yl)-6-((4-(1-methyl-4-(trifluoromethyl)-1H-imidazol-2-yl)benzyl)oxy)-5-nitropyrimidin-4-amine ClC=1C=NN(C1C1=NC(=C(C(=N1)N)[N+](=O)[O-])OCC1=CC=C(C=C1)C=1N(C=C(N1)C(F)(F)F)C)C(C)C